Cl.Cl.O1C(C=CC2=CC=CC=C12)=O chromen-2-one dihydrochloride